6-[3-(3-t-butyl-4-hydroxy-5-methylphenyl)propoxy]-2,4,8,10-tetra-t-butyldibenz[d,f][1,3,2]-dioxaphosphepine C(C)(C)(C)C=1C=C(C=C(C1O)C)CCCOP1OC2=C(C3=C(O1)C(=CC(=C3)C(C)(C)C)C(C)(C)C)C=C(C=C2C(C)(C)C)C(C)(C)C